2-(6-((E)-((1S,2S,5S,6R)-2,6-difluoro-1-methyl-8-azabicyclo[3.2.1]octan-3-ylidene-5-d)methyl)pyridazin-3-yl)-5-(1H-imidazol-1-yl)phenol F[C@@H]\1[C@@]2(C[C@H]([C@](C/C1=C\C1=CC=C(N=N1)C1=C(C=C(C=C1)N1C=NC=C1)O)(N2)[2H])F)C